COC=1C=C2C(=NC(=NC2=CC1OC)C)NC(C)C=1SC(=CC1)C1=C(C=CC=C1)OC1=CC=CC=C1 6,7-dimethoxy-2-methyl-N-{1-[5-(2-phenoxyphenyl)thiophen-2-yl]ethyl}quinazolin-4-amine